[OH-].C(=CCC)C(CC=CC[NH3+])C 2-butenylpropylallylammonium hydroxide